BrC=1N=C2N(COC3=C2C(=CC=N3)F)C1C1=CC=CC=C1 2-Bromo-10-fluoro-3-phenyl-5H-imidazo[1,2-c]pyrido[3,2-e][1,3]oxazine